ClC=1C=C(C=CC1)NCC(=O)N1[C@H]2CC([C@@H]([C@H]1C(=O)N[C@@H](C[C@H]1C(NCC1)=O)\C=C(\S(=O)(=O)C)/F)CC2)(F)F (1R,3S,4R)-2-((3-chlorophenyl)glycyl)-5,5-difluoro-N-((S,E)-4-fluoro-4-(methylsulfonyl)-1-((S)-2-oxopyrrolidin-3-yl)but-3-en-2-yl)-2-azabicyclo[2.2.2]octane-3-carboxamide